ClC=1C=CC=C2C=CC=C(C12)C1=CC=C2C(=NC(=NC2=C1F)OC[C@]12CCCN2C[C@@H](C1)F)N1C[C@@H](NCC1)CC#N 2-((S)-4-(7-(8-chloronaphthalen-1-yl)-8-fluoro-2-(((2R,7aS)-2-fluorotetrahydro-1H-pyrrolizin-7a(5H)-yl)methoxy)quinazolin-4-yl)piperazin-2-yl)acetonitrile